FC1=C(C=C(C=C1)F)C1=CSC=C1 3-(2,5-difluorophenyl)thiophene